2-(1H-Indol-3-yl)-3-isopropyl-7-(1H-pyrazol-4-yl)imidazo[2,1-f][1,2,4]triazin-4(3H)-one N1C=C(C2=CC=CC=C12)C1=NN2C(C(N1C(C)C)=O)=NC=C2C=2C=NNC2